N-[4-[(6-ethoxy-7-methoxy-1,5-naphthyridin-4-yl)oxy]phenyl]-5-(4-fluoro-2-methylphenyl)-4-hydroxy-2,6-dimethylpyridine-3-carboxamide C(C)OC=1N=C2C(=CC=NC2=CC1OC)OC1=CC=C(C=C1)NC(=O)C=1C(=NC(=C(C1O)C1=C(C=C(C=C1)F)C)C)C